2,4-dihydro-1H-2,7-naphthyridin-3-one C1NC(CC2=CC=NC=C12)=O